5-cyclobutylphenyl 2-amino-5-fluoro-6-(trifluoromethyl)nicotinate NC1=C(C(=O)OC2=CC=CC(=C2)C2CCC2)C=C(C(=N1)C(F)(F)F)F